N-(4-carbamoyl-4-piperidinyl)-3-(2-chloro-6-methyl-4-pyridinyl)-2-(3-cyanophenyl)pyrazolo[1,5-a]pyrimidine-5-carboxamide C(N)(=O)C1(CCNCC1)NC(=O)C1=NC=2N(C=C1)N=C(C2C2=CC(=NC(=C2)C)Cl)C2=CC(=CC=C2)C#N